4-(Bromomethyl)-2-fluoro-1-methylsulfonyl-benzene BrCC1=CC(=C(C=C1)S(=O)(=O)C)F